FC(CC(C1=CC=CC=C1)CC(=O)N)(C1=NC2=C(N1C)C=CC=C2)F (3,3-difluoro-3-(1-methyl-1H-benzo[d]imidazol-2-yl)-1-phenylpropyl)acetamide